tert-butyl 8-[5-[(9S)-4,5,9,13-tetramethyl-3-thia-1,8,11,12-tetrazatricyclo[8.3.0.02,6]trideca-2(6),4,7,10,12-pentaen-7-yl]-2-pyridyl]-2-azaspiro[4.5]decane-2-carboxylate CC=1SC=2N3C(=NN=C3[C@@H](N=C(C2C1C)C=1C=CC(=NC1)C1CCC2(CCN(C2)C(=O)OC(C)(C)C)CC1)C)C